(S)-2-((t-butoxycarbonyl)amino)-3-hydroxypropionic acid C(C)(C)(C)OC(=O)N[C@H](C(=O)O)CO